C(CCCCCCCCCCCCCCC)C(C(=O)O)=C hexadecyl-acrylic acid